(Rac)-(4aS,9aR)-7-bromo-2,3,4,4a,9,9a-hexahydroindeno[2,1-b][1,4]oxazine BrC1=CC=2C[C@H]3OCCN[C@H]3C2C=C1 |r|